[Se](C#N)C(C)O selenocyanoethanol